C1(C=CC=C1)[Sn]C1C=CC=C1 biscyclopentadienyl-tin